BrC1=CC=2N=C(OC2C2=CC=CC=C12)C1=CC=CC=C1 5-bromo-2-phenylnaphtho[2,1-d]oxazole